tert-Butyl 4-((5-chloro-2-oxopyrazin-1(2H)-yl)methyl)-4-hydroxy-3,3-dimethylpiperidine-1-carboxylate ClC=1N=CC(N(C1)CC1(C(CN(CC1)C(=O)OC(C)(C)C)(C)C)O)=O